tert-butyl 3-[7-(2-methoxy-4,6-dimethyl-phenyl)-4-methyl-pyrido[2,3-d]pyrimidin-2-yl]piperidine-1-carboxylate COC1=C(C(=CC(=C1)C)C)C=1C=CC2=C(N=C(N=C2C)C2CN(CCC2)C(=O)OC(C)(C)C)N1